O=C(CNS(=O)(=O)CC)C1=CC=C(C=C1)C1=NOC(=N1)C(F)(F)F N-(2-oxo-2-(4-(5-(trifluoromethyl)-1,2,4-oxadiazol-3-yl)phenyl)ethyl)ethanesulfonamide